[(3R)-3-(dimethylamino)pyrrolidin-1-yl](3-{2-[(3,5-dimethylphenyl)amino]pyrimidin-4-yl}-1-methyl-1H-pyrazol-5-yl)methanone CN([C@H]1CN(CC1)C(=O)C1=CC(=NN1C)C1=NC(=NC=C1)NC1=CC(=CC(=C1)C)C)C